[Cl-].C[N+](CCC[Si](O)(O)O)(CCCCCCCCCCCCCCCCCC)C Dimethyl(octadecyl)[3-(trihydroxysilyl)propyl]ammonium chloride